8-(1-Methyl-1,2,3,6-tetrahydropyridin-4-yl)-6-morpholino-1,6-naphthyridine-4,7(1H,6H)-dione CN1CCC(=CC1)C=1C(N(C=C2C(C=CNC12)=O)N1CCOCC1)=O